(2s,3s,4r,5r)-5-(6-(benzylamino)-2-(3-chlorophenyl)-9H-purin-9-yl)-3,4-dihydroxy-N-methyltetrahydrofuran-2-carboxamide C(C1=CC=CC=C1)NC1=C2N=CN(C2=NC(=N1)C1=CC(=CC=C1)Cl)[C@H]1[C@@H]([C@@H]([C@H](O1)C(=O)NC)O)O